BrC1=CC=C(C=C1)N1C(CNCC1)C(F)F 4-(4-bromophenyl)-3-(difluoromethyl)piperazine